ClC=1C=C(C=CC1[N+](=O)[O-])N1CCC(CC1)C(OC)OC 1-(3-Chloro-4-nitro-phenyl)-4-(dimethoxymethyl)piperidine